O=C1N(C(C2=CC(=CC=C12)C(=O)O)=O)CC=C 2,3-dihydro-1,3-dioxo-2-(2-propen-1-yl)-1H-isoindole-5-carboxylic acid